[NH4+].O.O.O.O.[Mo+4] molybdenum tetrahydrate ammonium